5-(3-(bis(methyl-d3)carbamoyl)phenoxy)-6-nitrobenzofuran C([2H])([2H])([2H])N(C(=O)C=1C=C(OC=2C(=CC3=C(C=CO3)C2)[N+](=O)[O-])C=CC1)C([2H])([2H])[2H]